2,3-dihydro-2-methyl-1H-benzopyrrole CC1NC2=C(C1)C=CC=C2